FC1=C(C=CC=C1F)C1=CCCCN1C1=CC(=C(C(=O)OC)C=C1)F Methyl 4-(6-(2,3-difluorophenyl)-3,4-dihydropyridin-1(2H)-yl)-2-fluorobenzoate